ClC1=CC=C2C(=CNC2=C1C1=NC=CC=C1)S(=O)(=O)NC1=NC(=C(C(=N1)OC)CC(F)F)OC 6-chloro-N-[5-(2,2-difluoroethyl)-4,6-dimethoxy-pyrimidin-2-yl]-7-(2-pyridyl)-1H-indole-3-sulfonic acid amide